FC1=CC(=C(OC2=NC=C(C(=C2C#N)C)C(F)(F)F)C=C1)C 2-(4-fluoro-2-methyl-phenoxy)-4-methyl-5-(trifluoromethyl)pyridine-3-carbonitrile